ClC=1C=C(C=CC1F)NC(=O)C1N(S(NC(C1)C=1SC=CN1)(=O)=O)CC(=O)OC(C)(C)C tert-Butyl 2-(3-((3-chloro-4-fluorophenyl)carbamoyl)-1,1-dioxido-5-(thiazol-2-yl)-1,2,6-thiadiazinan-2-yl)acetate